1,4-bis(fluorosulfonyl)benzene FS(=O)(=O)C1=CC=C(C=C1)S(=O)(=O)F